1-(4-(3-fluoro-5-(trifluoromethyl)phenoxy)pyridin-2-yl)-1,5,6,7-tetrahydro-4H-pyrazolo[4,3-c]pyridin-4-one FC=1C=C(OC2=CC(=NC=C2)N2N=CC=3C(NCCC32)=O)C=C(C1)C(F)(F)F